2,2'-thiobis[4-(1,1,3,3-tetramethylbutyl)phenol] S(C1=C(C=CC(=C1)C(CC(C)(C)C)(C)C)O)C1=C(C=CC(=C1)C(CC(C)(C)C)(C)C)O